[O-]C#N.N1C=NC=C1 Imidazole cyanate